tert-butyl (1-(4-((2-amino-4-chloro-5H-pyrrolo[3,2-d]pyrimidin-5-yl)methyl)-3-methoxybenzyl)azetidin-3-yl)(methyl)carbamate NC=1N=C(C2=C(N1)C=CN2CC2=C(C=C(CN1CC(C1)N(C(OC(C)(C)C)=O)C)C=C2)OC)Cl